FC1=C(C=C(C(=C1O)F)C(F)(F)F)C1=NN(C2=NC(=NC=C21)N2CCC(CC2)(O)CC)C 1-(3-(2,4-Difluoro-3-hydroxy-5-(trifluoromethyl)phenyl)-1-methyl-1H-pyrazolo[3,4-d]pyrimidin-6-yl)-4-ethylpiperidin-4-ol